C1(=CC=CC=C1)CCNC1=NC2=C(N1)C=CC=C2 N-(2-phenylethyl)-1H-benzimidazol-2-amine